C(C)P(=O)(CC)C1=CC2=C(N=C(N=C2N[C@H](C)C=2C(=C(C=CC2)C([C@@H](C)O)(F)F)F)C)C=N1 (2R)-1-{3-[(1R)-1-{[6-(diethylphosphoryl)-2-methylpyrido[3,4-d]pyrimidin-4-yl]amino}ethyl]-2-fluorophenyl}-1,1-difluoropropan-2-ol